C(=O)(O)C(CC=1C=C(CN(CC2=NC3=CC(=CC=C3C=C2)CC(C(=O)O)C2CNCC2)CC2=NC3=CC(=CC=C3C=C2)CC(C(=O)O)C2CNCC2)C=CC1)C1CNCC1 3,3'-((((3-(2-carboxy-2-(pyrrolidin-3-yl)ethyl)benzyl)azanediyl)bis(methylene))bis(quinoline-2,7-diyl))bis(2-(pyrrolidin-3-yl)propanoic acid)